(S)-1-(2-((6-((2-isopropyl-6-methoxy-1,2,3,4-tetrahydroisoquinolin-7-yl)amino)-1H-pyrazolo[3,4-d]pyrimidin-1-yl)methyl)pyrrolidin-1-yl)ethan-1-one Hydrochloride Cl.C(C)(C)N1CC2=CC(=C(C=C2CC1)OC)NC1=NC=C2C(=N1)N(N=C2)C[C@H]2N(CCC2)C(C)=O